(S)-(-)-3-hydroxybutyric acid methyl ester COC(C[C@H](C)O)=O